N-(((1r,4r)-4-aminocyclohexyl)methyl)-6-(4-fluorophenyl)-8-methoxyquinazolin-4-amine Nitrogen [N].NC1CCC(CC1)CNC1=NC=NC2=C(C=C(C=C12)C1=CC=C(C=C1)F)OC